FC1=CC=C(C=C1)CCC(C(=O)OCC)C(C1=CC(=CC=C1)S(=O)(=O)C)=O Ethyl 4-(4-fluorophenyl)-2-(3-(methylsulfonyl)benzoyl)butanoate